1-(2-ethyl-3,4-difluorophenyl)-3-(2-methyl-6-oxo-1,6-dihydropyridin-3-yl)-6-(trifluoromethyl)-2,3-dihydropyrido[3,4-d]pyrimidin-4(1H)-one C(C)C1=C(C=CC(=C1F)F)N1CN(C(C2=C1C=NC(=C2)C(F)(F)F)=O)C2=C(NC(C=C2)=O)C